(E)-4-phenyl-oxazolidin-2-one C1(=CC=CC=C1)C1NC(OC1)=O